4-[(3,3-difluorocyclobutyl)methyl-[4-(5,6,7,8-tetrahydro-1,8-naphthyridin-2-yl)butyl]amino]-2-(3-ethylpentanoylamino)butanoic acid FC1(CC(C1)CN(CCC(C(=O)O)NC(CC(CC)CC)=O)CCCCC1=NC=2NCCCC2C=C1)F